C[C@H]1N(CCOC1)C1=NC2=C(N=CC=C2C(=C1)C1=CC=NN1CCC)C1=CC=NN1C1OCCCC1 2-[(3R)-3-methylmorpholin-4-yl]-4-(1-propyl-1H-pyrazol-5-yl)-8-[1-(tetrahydro-2H-pyran-2-yl)-1H-pyrazol-5-yl]-1,7-naphthyridine